ClC1=NC(=NC(=C1)C(C)(F)F)OC 4-chloro-6-(1,1-difluoroethyl)-2-methoxypyrimidine